4-((5-fluoropyridin-2-yl)methoxy-d2)-1-(5-(methyl-d3)-2,3,4,5-tetrahydro-1H-pyrido[4,3-b]indol-7-yl-3,3-d2)pyridin-2(1H)-one FC=1C=CC(=NC1)C(OC1=CC(N(C=C1)C=1C=CC=2C3=C(N(C2C1)C([2H])([2H])[2H])CC(NC3)([2H])[2H])=O)([2H])[2H]